C(C)(C)(C)NC(=O)C1=C(C(=CC(=C1)C#N)C)NC(=O)C1=CC(=NN1C1=NC=C(C=C1Cl)Cl)OC1CSC1 N-(2-(tert-butylcarbamyl)-4-cyano-6-methylphenyl)-1-(3,5-dichloropyridin-2-yl)-3-(thietan-3-yloxy)-1H-pyrazole-5-carboxamide